BrC1=CC(=C(C(=C1)F)S(=O)(=O)Cl)F 4-bromo-2,6-difluoro-benzenesulfonyl chloride